OC1=C(C=CC=C1)C=CCN1C=NC=C1 1-[3-(2-hydroxyphenyl)-prop-2-enyl]imidazole